potassium erucate C(CCCCCCCCCCC\C=C/CCCCCCCC)(=O)[O-].[K+]